2-(dimethylamino)-5-methoxycyclohexa-2,5-diene-1,4-dione CN(C=1C(C=C(C(C1)=O)OC)=O)C